tert-butyl N-{3-[(3-oxo-1-phenyl-2,6,9,12-tetraoxatetradecan-14-yl)oxy]benzoyl}glycyl-N6-[(benzyloxy)carbonyl]-L-lysinate O=C(OCC1=CC=CC=C1)CCOCCOCCOCCOC=1C=C(C(=O)NCC(=O)N[C@@H](CCCCNC(=O)OCC2=CC=CC=C2)C(=O)OC(C)(C)C)C=CC1